ClC=1C=C(C=CC1OCCOC)C=1N=C(NC1CC(C)C)NC1=NC=C(C=C1C(=O)O)C=1SC=CC1 2-[[4-[3-chloro-4-(2-methoxyethoxy)phenyl]-5-isobutyl-1H-imidazol-2-yl]amino]-5-(thiophen-2-yl)pyridine-3-carboxylic acid